[F-].FC1(C(C(C(C2(C(C(C(C(C12F)(F)F)(F)F)(F)F)(F)F)F)(F)F)(F)F)(F)F)F perfluorodecalin fluoride